(1-acetyl-2-oxo-propyl) benzoate C(C1=CC=CC=C1)(=O)OC(C(C)=O)C(C)=O